Cl.FC1=C(C=CC=C1C[C@@H]1NCC([C@@H]1NS(=O)(=O)C)(F)F)C1=CC(=CC=C1)F N-{(2S,3R)-2-[(2,3'-difluoro[1,1'-biphenyl]-3-yl)methyl]-4,4-difluoropyrrolidin-3-yl}methanesulfonamide hydrochloride